5-([1,2,4]triazolo[1,5-a]pyridin-6-yl)-N-(4-hydroxyphenyl)-1-(6-methylpyridin-2-yl)-1H-pyrazole-3-carboxyamide N=1C=NN2C1C=CC(=C2)C2=CC(=NN2C2=NC(=CC=C2)C)CC(=O)NC2=CC=C(C=C2)O